ClC=1C(=NC(=CC1)C)CC 3-chloro-2-ethyl-6-methyl-pyridine